5-Fluoro-6-methoxy-1-((2-(trimethylsilyl)ethoxy)methyl)-1H-indazole-4-carbonitrile FC1=C(C=2C=NN(C2C=C1OC)COCC[Si](C)(C)C)C#N